COC=1C=C(C=O)C=CC1C=O 3-methoxyterephthalaldehyde